(R)-N-(4-(1-(1-((2-fluoro-4-(methyl-d3)phenyl)methyl-d2)-2-oxopyrrolidin-3-yl)piperidin-4-yl)phenyl)methanesulfonamide FC1=C(C=CC(=C1)C([2H])([2H])[2H])C(N1C([C@@H](CC1)N1CCC(CC1)C1=CC=C(C=C1)NS(=O)(=O)C)=O)([2H])[2H]